C1(CC1)CC1=C(C(=NN1C=1SC=C(N1)C(=O)O)C1=CC(=CC=C1)[C@@H]1C[C@H](C1)C=1SC(=CC1)C)CC1=CC(=C(C=C1)S(N)(=O)=O)F trans-2-(5-(cyclopropylmethyl)-4-(3-fluoro-4-sulfamoylbenzyl)-3-(3-(3-(5-methylthiophen-2-yl)cyclobutyl)phenyl)-1H-pyrazol-1-yl)thiazole-4-carboxylic acid